(cis)-ethyl 4-(2-bromo-3-fluorophenyl)-6-(1-((3-methyl-3-((2-(trimethylsilyl)ethoxy)carbonyl)cyclobutyl)-sulfonyl)piperidin-4-yl)-2-(thiazol-2-yl)-1,4-dihydropyrimidine-5-carboxylate BrC1=C(C=CC=C1F)C1N=C(NC(=C1C(=O)OCC)C1CCN(CC1)S(=O)(=O)C1CC(C1)(C(=O)OCC[Si](C)(C)C)C)C=1SC=CN1